C(=C)N1C(C(CC(C1)C)C)=O N-vinyl-3,5-dimethyl-2-piperidone